CNC=NC1=NC(=C(C(=N1)Cl)N=CNC)Cl 2,5-dimethylaminomethyleneamino-4,6-dichloropyrimidine